2-fluoroterephthalic acid FC1=C(C(=O)O)C=CC(=C1)C(=O)O